C(=O)(O)C=1C=C(C=C(C1)C(=O)O)C1=C(C=C(C=C1OC)C1=CC(=CC(=C1)C(=O)O)C(=O)O)OC 1,4-di(3,5-dicarboxyphenyl)-2,6-dimethoxybenzene